ClC=1C=C(C=CC1N1CCNCC1)C1C(NC(CC1)=O)=O 3-(3-Chloro-4-piperazin-1-yl-phenyl)piperidine-2,6-dione